C(C)(C)(C)OC(=O)N1CC2=C(C=CC=C2CC1)NS(=O)(=O)C1=CC=NN1C(C)C 8-(1-isopropyl-1H-pyrazole-5-sulfonylamino)-3,4-dihydroisoquinoline-2(1H)-carboxylic acid tert-butyl ester